N1=CC=NC=C1 pyrazin